CC(CC(C)=O)COCCCCC 4-methyl-5-pentyloxy-pentan-2-one